OCCCC1(CCC2(OCCO2)CC1)C(=O)O 8-(3-hydroxypropyl)-1,4-dioxaspiro[4.5]decane-8-carboxylic acid